N1=C(C=CC=C1)OCCN(CC[C@@H](C(=O)O)NC1=NC=NC2=CC=CC=C12)CCCCC1=NC=2NCCCC2C=C1 (S)-4-((2-(pyridin-2-yloxy)ethyl)(4-(5,6,7,8-tetrahydro-1,8-naphthyridin-2-yl)butyl)amino)-2-(quinazolin-4-ylamino)butanoic acid